6-1-amino-7-azaspiro[3.5]nonan-7-yl-3-(2,3-dichlorophenyl)-2,5-dimethyl-3,4-dihydropyrimidin-4-one NC1CCC12CCN(CC2)C2=C(C(N(C(=N2)C)C2=C(C(=CC=C2)Cl)Cl)=O)C